CCC(CC)N1C=CC=2C(=CC=CC12)C(=O)N 1-(pentan-3-yl)-1H-indole-4-carboxamide